3-(4-(tert-butyl)phenyl)-5-(chloromethyl)-1,2,4-oxadiazole C(C)(C)(C)C1=CC=C(C=C1)C1=NOC(=N1)CCl